C(C)(C)N1N=C(N=C1C1[C@H]2CC(C[C@@H]12)C1OCCCNC1)C1=CC(=CC=C1)C(F)(F)F ((1R,3r,5S,6r)-6-(1-isopropyl-3-(3-(trifluoromethyl)phenyl)-1H-1,2,4-triazol-5-yl)bicyclo[3.1.0]hexan-3-yl)-1,4-oxaazepane